C(CCC)[C@@H]1CCC[C@H](O1)C=1C=C2CN(C(C2=CC1)=O)C1C(NC(CC1)=O)=O 3-(5-((2S,6R)-6-butyltetrahydro-2H-pyran-2-yl)-1-oxoisoindolin-2-yl)piperidine-2,6-dione